C(C)N1C2=C([C@H]([C@H](C1=O)NC(C1=CC(=CC=C1)C(F)(F)F)=O)C1=CC=C(C=C1)F)C(=NN2C2=CC=CC=C2)C(=O)O |r| rac-(4R,5R)-7-ethyl-4-(4-fluorophenyl)-6-oxo-1-phenyl-5-(3-(trifluoromethyl)benzamido)-4,5,6,7-tetrahydro-1H-pyrazolo[3,4-b]pyridine-3-carboxylic acid